Magnesium-aluminum-erbium [Er].[Al].[Mg]